7-methylthieno[3,2-c]pyridazine CC1=CSC2=C1N=NC=C2